2-(3-Bromopyridin-4-yl)-6-[2-(morpholin-4-yl)ethoxy]-1,3-benzothiazole BrC=1C=NC=CC1C=1SC2=C(N1)C=CC(=C2)OCCN2CCOCC2